[SiH]12O[SiH]3O[SiH]4O[SiH]5O[SiH]6O[SiH](O[SiH](O[SiH](O[SiH]7O[SiH](O[SiH](O[SiH](O1)O7)O5)O6)O2)O3)O4 2,4,6,8,10,12,14,16,18,20,22,24,25,26,27,28,29,30-octadecaoxa-1,3,5,7,9,11,13,15,17,19,21,23-dodecasilaheptacyclo[13.9.1.13,13.15,11.17,21.19,19.117,23]triacontane